FC=1C(=CC=2C3=C(NC(C2C1)=O)COC[C@@H]3N(C(=O)C3=CC=C(C=C3)C3=CC=C(C=C3)F)C)F (R)-N-(8,9-difluoro-6-oxo-1,4,5,6-tetrahydro-2H-pyrano[3,4-c]isoquinolin-1-yl)-4'-fluoro-N-methyl-[1,1'-biphenyl]-4-carboxamide